NCC1=NN=C(O1)[C@H]1[C@H]([C@@]2([C@@](OC3=C2C(=CC(=C3)OC)OC)([C@@H]1C1=CC=CC=C1)C1=CC=C(C=C1)OC)O)O |&1:7,8| (1R/S,2R/S,3S,3aR,8bS)-2-(5-(aminomethyl)-1,3,4-oxadiazol-2-yl)-6,8-dimethoxy-3a-(4-methoxyphenyl)-3-phenyl-1,2,3,3a-tetrahydro-8bH-cyclopenta[b]benzofuran-1,8b-diol